C(C)(C)(C)OC(=O)N1C(CC(CC1)OC1=NC(=CC=C1)N1N(C(C=2C1=NC(=NC2)SC)=O)CC=C)(C)C.O2C(=CC=C2)CN2C(C1=CC=CC=C1C2)=O 2-(furan-2-ylmethyl)isoindol-1-one tert-butyl-4-((6-(2-allyl-6-(methylthio)-3-oxo-2,3-dihydro-1H-pyrazolo[3,4-d]pyrimidin-1-yl)pyridin-2-yl)oxy)-2,2-dimethylpiperidine-1-carboxylate